OC=1C=C(C2=CN(N=C2C1C#N)CC1=CC=C(C=C1)OC)N1[C@@H](CCC1)C (R)-6-hydroxy-2-(4-methoxybenzyl)-4-(2-methylpyrrolidin-1-yl)-2H-indazole-7-carbonitrile